tert-butyl(1-(3-(3-chloro-2-methoxypyridin-4-yl)-4-cyano-1H-pyrazolo[3,4-d]pyrimidin-6-yl)-4-(2-fluorophenyl)piperidin-4-yl)carbamate C(C)(C)(C)OC(NC1(CCN(CC1)C1=NC(=C2C(=N1)NN=C2C2=C(C(=NC=C2)OC)Cl)C#N)C2=C(C=CC=C2)F)=O